9,9'-(5-(4,6-diphenylpyrimidin-2-yl)-1,3-phenylene)bis(3-(o-tolyl)-9H-carbazole) C1(=CC=CC=C1)C1=NC(=NC(=C1)C1=CC=CC=C1)C=1C=C(C=C(C1)N1C2=CC=CC=C2C=2C=C(C=CC12)C1=C(C=CC=C1)C)N1C2=CC=CC=C2C=2C=C(C=CC12)C1=C(C=CC=C1)C